Ethyl 2,7,10-trimethylphenanthrene-9-carboxylate CC1=CC=2C(=C(C3=CC(=CC=C3C2C=C1)C)C(=O)OCC)C